N-[3-(4-fluorophenyl)-6-(1-methylpyrazol-4-yl)imidazo[1,2-a]pyridin-8-yl]formamide FC1=CC=C(C=C1)C1=CN=C2N1C=C(C=C2NC=O)C=2C=NN(C2)C